C1(=CC=CC=C1)C=1C=C(C=C(C1)C1=CC=CC2=C1SC1=C2C=CC=C1)C1=CC(=CC=C1)C1=NC(=NC(=N1)C1=CC=CC=C1)C1=CC=CC=C1 2-{3'-Phenyl-5'-(dibenzothiophen-4-yl)-1,1'-biphenyl-3-yl}-4,6-diphenyl-1,3,5-triazine